N-(2,2-difluoroethyl)-5-(2-(((1-methylcyclopropyl)methyl)amino)-7H-pyrrolo[2,3-d]pyrimidin-5-yl)pyrazolo[1,5-a]pyridine-3-carboxamide FC(CNC(=O)C=1C=NN2C1C=C(C=C2)C2=CNC=1N=C(N=CC12)NCC1(CC1)C)F